O=C(CCCCCCC(C(=O)O)C(=O)O)OC(CCCCCC)CCCCCC 2-(7-oxo-7-(tridecan-7-yloxy)heptyl)malonic acid